N-(2,2-dichloro-1-cyanovinyl)acetamide ClC(=C(C#N)NC(C)=O)Cl